2-chloro-N,N-diethylamine hydrochloride Cl.ClCCNCC